N,N-bis(3-aminopropyl)lauryl-amine NCCCN(CCCN)CCCCCCCCCCCC